5-Methyl-[1,3]dioxol-2-on CC1=COC(O1)=O